NCCNCCCC(C)O[Si](OCC)(OCC)C N-(2-aminoethyl)-3-aminopropyl-methyltriethoxysilane